FC=1C(=CC(=C(C(=O)NC=2C(=NN(C2C)C)C)C1)O[C@H](C(F)(F)F)C)N1N=C2N(CCCC2)C1=O 5-fluoro-4-(3-oxo-5,6,7,8-tetrahydro[1,2,4]triazolo[4,3-a]pyridin-2(3H)-yl)-2-{[(2S)-1,1,1-trifluoropropan-2-yl]oxy}-N-(1,3,5-trimethyl-1H-pyrazol-4-yl)benzamide